O[C@H](CC=1NC(C=2NC=NC2N1)=O)CCP(=O)(O)O (2R)-2-hydroxy-4-phosphonobutylhypoxanthine